ClC1=CC=2N=CNC(C2C(=N1)NC1=C2C=CNC2=CC=C1)=O 4-[(7-Chloro-4-oxo-3H-pyrido[4,3-d]pyrimidin-5-yl)amino]indol